O=C1NC2=C3C(C=CC=CN13)=C(C=C2)N2N=CC(=C2C(F)(F)F)C(=O)NC2=CC(=NC=C2)C(F)(F)F 1-(1-oxo-1,2-dihydro-2,9a-diazabenzo[cd]azulen-5-yl)-5-trifluoromethyl-N-(2-trifluoromethyl-pyridin-4-yl)-1H-pyrazole-4-carboxamide